COC=1C=C2C(=CC=NC2=CC1OC)OC1=CC=C(C=C1)N1C(N(C[C@@H]1O)C1=CC(=CC=C1)C(F)(F)F)=O (4S)-3-[4-[(6,7-dimethoxy-4-quinolyl)oxy]phenyl]-4-hydroxy-1-[3-(trifluoromethyl)phenyl]imidazolidin-2-one